ethyl cis-2-octylcyclopropane-1-carboxylate C(CCCCCCC)[C@@H]1[C@@H](C1)C(=O)OCC